C1(=CC=CC=C1)[C@H]1CC[C@H]2N(CCN(C2)C(=O)C2=C(C(=CC=C2)O)Cl)C1 [(7R,9aR)-7-phenyl-1,3,4,6,7,8,9,9a-octahydropyrido[1,2-a]pyrazin-2-yl]-(2-chloro-3-hydroxyphenyl)methanone